BrC=1C(=C(C=C(C1)C)C(CC(=O)N1CCCCC1)=O)O 1-(3-bromo-2-hydroxy-5-methyl-phenyl)-3-(1-piperidinyl)propane-1,3-dione